ClC=1C(=C(C=CC1)C1=NC(=NC=C1Cl)OC1=NC=C(C(=N1)C1=C(C(=CC=C1)Cl)C1=CC(=NO1)C(F)F)Cl)C1=CC(=NO1)C(F)F 3-chloro-2-[3-(difluoromethyl)isoxazol-5-yl]phenyl-5-chloropyrimidin-2-ylether